C(C)(CC)N1N=CC=2N=C(N=C(C21)N[C@@H](C=2C=NC1=CC=CC=C1C2)C2CC2)C=2C=NN(C2)CC(=O)N 2-(4-{1-sec-Butyl-7-[((R)-cyclopropyl-quinolin-3-yl-methyl)-amino]-1H-pyrazolo[4,3-d]pyrimidin-5-yl}-pyrazol-1-yl)-acetamid